3-bromo-6-chloro-2-(4H-1,2,4-triazol-3-yl)pyridine BrC=1C(=NC(=CC1)Cl)C1=NN=CN1